C(C)OC(=O)C=1N(N=C2C1CN([C@@H](C2)C)C(C2=CC(=C(C=C2)Cl)C(F)(F)F)=O)CCNC(=O)OC(C)(C)C (R)-Ethyl-2-(2-((tert-butoxycarbonyl) amino) ethyl)-5-(4-chloro-3-(trifluoromethyl) benzoyl)-6-methyl-4,5,6,7-tetrahydro-2H-pyrazolo[4,3-c]pyridine-3-carboxylate